2-(4-((5,6-diphenylpyrazin-2-yl)(propan-2-yl)amino)butoxy)acetic acid C1(=CC=CC=C1)C=1N=CC(=NC1C1=CC=CC=C1)N(CCCCOCC(=O)O)C(C)C